N-hydroxy-2-methyl-2-(methylsulfonyl)-4-(2-oxo-4-(4-(1-(pyridin-3-ylmethyl)-1H-1,2,3-triazol-4-yl)phenyl)pyridin-1(2H)-yl)butanamide ONC(C(CCN1C(C=C(C=C1)C1=CC=C(C=C1)C=1N=NN(C1)CC=1C=NC=CC1)=O)(S(=O)(=O)C)C)=O